CC1=C(C(=C(C=C1)C(C(=O)OC(CC(F)(F)F)C(C(C)OC(C(=O)C1=C(C(=C(C=C1)C)C)C)=O)C)=O)C)C 3-methyl-1-trifluoromethyl-2,4-pentanediol ditrimethylphenylglyoxylate